[(4-{[5-(4-chloro-2-fluorophenyl)-4-methylpyridin-3-yl]methyl}-3-fluoropyridin-2-yl)sulfamoyl](methyl)amine ClC1=CC(=C(C=C1)C=1C(=C(C=NC1)CC1=C(C(=NC=C1)NS(=O)(=O)NC)F)C)F